COC(/C(=C/OC)/C1=C(C=CC=C1)CO/N=C(/C=C/C1=CC=C(C=C1)Cl)\C)=O (alphaE)-2-[[[(E)-[(2E)-3-(4-chlorophenyl)-1-methyl-2-propen-1-ylidene]amino]oxy]methyl]-alpha-(methoxymethylene)phenylacetic acid methyl ester